CC(C(=O)OC)(C)OC=C[C@@H](CCCCCCCCC)C |r| (±)-methyl 2-methyl-2-((3-methyldodec-1-en-1-yl)oxy)propanoate